FC(C(=O)O)(F)F.FC(C(=O)O)(F)F.FC=1C=2N(C=C(C1)NC1=NNC3=CC(=C(C=C13)O)N1CCNCC1)C=C(N2)C 3-((8-fluoro-2-methylimidazo[1,2-a]pyridin-6-yl)amino)-6-(piperazin-1-yl)-1H-indazol-5-ol bis(2,2,2-trifluoroacetate)